5-((diphenylmethylene)amino)-2,3-dihydrospiro[indene-1,4'-piperidine]-1'-carboxylic acid tert-butyl ester C(C)(C)(C)OC(=O)N1CCC2(CC1)CCC1=CC(=CC=C12)N=C(C1=CC=CC=C1)C1=CC=CC=C1